N[C@H](C(=O)NC1=NC=CC(=C1)C[C@@H]1C(N[C@@H](C1)C(F)(F)F)=O)C1CCC(CC1)C (S)-2-amino-2-((1r,4S)-4-methylcyclohexyl)-N-(4-(((3S,5S)-2-oxo-5-(trifluoromethyl)pyrrolidin-3-yl)methyl)pyridin-2-yl)acetamide